N1=CN=C(C2=C1NC=C2)C=2C=NN(C2)[C@H](CC#N)C2CCCC2 (R)-3-(4-(7H-pyrrolo[2,3-d]pyrimidin-4-yl)-1H-pyrazol-1-yl)-3-cyclopentylpropionitrile